(2-amino-6-(1H-indol-5-yl)imidazo[1,2-a]pyridin-3-yl)(pyridin-2-yl)methanone NC=1N=C2N(C=C(C=C2)C=2C=C3C=CNC3=CC2)C1C(=O)C1=NC=CC=C1